OC1=C(C=CC(=C1)O)C(\C=C\C1=CC(=C(C=C1)OC)OC)=O (2E)-1-(2,4-dihydroxyphenyl)-3-(3,4-dimethoxyphenyl)-2-propen-1-one